(2S)-4-[2-tert-butoxyethyl-[4-(5,6,7,8-tetrahydro-1,8-naphthyridin-2-yl)butyl]amino]-2-(diisopropylcarbamoylamino)butanoic acid C(C)(C)(C)OCCN(CC[C@@H](C(=O)O)NC(N(C(C)C)C(C)C)=O)CCCCC1=NC=2NCCCC2C=C1